O=C1NC(CCC1N1C(C2=CC=C(C=C2C1=O)NCCCCCC(=O)N1CCN(CC1)C1=CC=C(C=C1)C1=NNC2=C1N=C(N=C2)C2=C(C=CC=C2OC)F)=O)=O 2-(2,6-Dioxopiperidin-3-yl)-5-((6-(4-(4-(5-(2-Fluoro-6-methoxyphenyl)-1H-pyrazolo[4,3-d]pyrimidin-3-yl)phenyl)piperazin-1-yl)-6-oxohexyl)amino)isoindolin-1,3-dion